C(CCCCCCC)C(CNC([C@@H](NC([C@@H](NC(C)=O)C)=O)C)=O)CCCCCCCCCC N-acetyl-L-alanyl-L-alanine (2-octyldodecyl) amide